N-BOC-2-(2-aminoethoxy)ethylamine C(=O)(OC(C)(C)C)NCCOCCN